ethyl (Z)-2-(benzimidazol-1-yl)-3-[(4-methyl-5-oxo-2H-furan-2-yl)oxy]prop-2-enoate N1(C=NC2=C1C=CC=C2)\C(\C(=O)OCC)=C/OC2OC(C(=C2)C)=O